NC=1N=NC(=CC1OCCC1=CC=C(CN2CCNCC2)C=C1)C1=C(C=CC=C1)O 4-(4-(2-((3-amino-6-(2-hydroxyphenyl)pyridazin-4-yl)oxy)ethyl)benzyl)piperazine